Fmoc-D-Valine C(=O)(OCC1C2=CC=CC=C2C2=CC=CC=C12)N[C@H](C(C)C)C(=O)O